[Bi].[Sb].[Pb].[Sn] tin-lead-antimony-bismuth